N1(C=NC=C1)C1=CC=C(C=C1)SC1=CC2=C(NC(=N2)NC(OC)=O)C=C1 methyl (5-((4-(1H-imidazol-1-yl)phenyl)thio)-1H-benzo[d]imidazol-2-yl)carbamate